ClC1=C(C(=CC=C1)Cl)NC(=O)C=1C(=NC(=NC1)NC=1C=NN(C1)C1CCN(CC1)C)OC1CC(C1)O N-(2,6-dichlorophenyl)-4-(3-hydroxycyclobutoxy)-2-{[1-(1-methylpiperidin-4-yl)-1H-pyrazol-4-yl]amino}pyrimidine-5-carboxamide